The molecule is a sialotriaosylceramide consisting of the pentasaccharide beta-D-GalNAc-(1->4)-[alpha-Neu5Ac-(2->8)-alpha-Neu5Ac-(2->3)]-beta-D-Gal-(1->4)-beta-D-Glc attached to the primary hydroxy function of a ceramide in which the acyl function on nitrogen is stearoyl. It is a beta-D-GalNAc-(1->4)-[alpha-Neu5Ac-(2->8)-alpha-Neu5Ac-(2->3)]-beta-D-Gal-(1->4)-beta-D-Glc-(1<->1')-Cer and a sialotriaosylceramide. CCCCCCCCCCCCCCCCCC(=O)N[C@@H](CO[C@H]1[C@@H]([C@H]([C@@H]([C@H](O1)CO)O[C@H]2[C@@H]([C@H]([C@H]([C@H](O2)CO)O[C@H]3[C@@H]([C@H]([C@H]([C@H](O3)CO)O)O)NC(=O)C)O[C@@]4(C[C@@H]([C@H]([C@@H](O4)[C@@H]([C@@H](CO)O[C@@]5(C[C@@H]([C@H]([C@@H](O5)[C@@H]([C@@H](CO)O)O)NC(=O)C)O)C(=O)O)O)NC(=O)C)O)C(=O)O)O)O)O)[C@@H](/C=C/CCCCCCCCCCCCC)O